(3aR,5s,6aS)-2-(((S)-1,4-dioxan-2-yl)methyl-d2)-N-(6-(4-(trifluoromethyl)pyridin-3-yl)pyridazin-3-yl)octahydrocyclopenta[c]pyrrol-5-amine O1[C@H](COCC1)C(N1C[C@@H]2[C@H](C1)CC(C2)NC=2N=NC(=CC2)C=2C=NC=CC2C(F)(F)F)([2H])[2H]